OCCC1=CC(=NC(=C1)C(F)(F)F)OC1CCN(CC1)C1CC(C1)(N1N=CC(=C1)C=1C2=C(N=CN1)NC=C2)CC#N {trans-3-(4-{[4-(2-hydroxy-ethyl)-6-(trifluoromethyl)pyridin-2-yl]oxy}piperidin-1-yl)-1-[4-(7H-pyrrolo[2,3-d]pyrimidin-4-yl)-1H-pyrazol-1-yl]cyclobutyl}acetonitrile